2-(7-oxo-2,3-dihydrofuro[3,2-g]chromen-2-yl)propan-2-yl benzoate C(C1=CC=CC=C1)(=O)OC(C)(C)C1CC=2C=C3C=CC(OC3=CC2O1)=O